4-(2-Cyanoprop-2-yl)picolinic acid C(#N)C(C)(C)C1=CC(=NC=C1)C(=O)O